2-[2-[4-[7-(4-ethyl-1,2,4-triazol-3-yl)imidazo[1,5-a]pyridin-5-yl]oxyphenoxy]ethoxy]ethanol C(C)N1C(=NN=C1)C1=CC=2N(C(=C1)OC1=CC=C(OCCOCCO)C=C1)C=NC2